5-(2,4-dioxooxazolidin-5-yl)-[1,2,4]triazolo[1,5-a]pyridin-8-yl 4-guanidinobenzoate N(C(=N)N)C1=CC=C(C(=O)OC=2C=3N(C(=CC2)C2C(NC(O2)=O)=O)N=CN3)C=C1